4-(7-bromo-1-(2,6-dimethylphenyl)-6-fluoro-2-carbonyl-1,2-dihydroquinolin-4-yl)piperazine-1-carboxylic acid tert-butyl ester C(C)(C)(C)OC(=O)N1CCN(CC1)C1=CC(N(C2=CC(=C(C=C12)F)Br)C1=C(C=CC=C1C)C)=C=O